CNC=1N=CC(=C2C=C(N=CC12)NC(=O)C1CC1)C=1OC=2C=NC=CC2N1 N-(8-(methylamino)-5-(oxazolo[5,4-c]pyridin-2-yl)-2,7-naphthyridin-3-yl)cyclopropanecarboxamide